3-methylbutane-thioate CC(CC([O-])=S)C